ClC=1C=C(C[C@H]2N(CCCC2)CCCOC2=CC=C(C=C2)S(=O)(=O)C)C=CC1 (2S)-1-((S) or (R)-2-(3-chlorobenzyl)piperidin-1-yl)-3-(4-(methylsulfonyl)phenoxy)propan